NC=1C(=NC(=C(N1)C1=CC(=CC=C1)F)Cl)C#N 3-amino-6-chloro-5-(3-fluorophenyl)pyrazine-2-carbonitrile